5-(4-Butylphenyl)-3-(3-(fluoromethyl)azetidine-1-carbonyl)-2-(3-methylpyrazin-2-yl)pyrazolo[1,5-a]pyrimidin-7(4H)-one C(CCC)C1=CC=C(C=C1)C=1NC=2N(C(C1)=O)N=C(C2C(=O)N2CC(C2)CF)C2=NC=CN=C2C